3-(3-chlorophenyl)dibenzo[b,d]furan ClC=1C=C(C=CC1)C=1C=CC2=C(OC3=C2C=CC=C3)C1